(S)-N'-((3,3-dimethyl-1,2,3,5,6,7-hexahydrodicyclopenta[b,e]pyridin-8-yl)carbamoyl)-1-ethyl-1H-pyrazole-3-sulfonimidamide CC1(CCC=2C1=NC1=C(C2NC(=O)N=[S@@](=O)(N)C2=NN(C=C2)CC)CCC1)C